NC1=CC=C(C=C1)C(C)C 6-amino-3-isopropylbenzene